hafnium-tungsten [W].[Hf]